tert-butyl N-{2-[(5-{[(3Z)-5-fluoro-2-oxo-2,3-dihydro-1H-indol-3-ylidene]methyl}-2,4-dimethyl-1H-pyrrol-3-yl)formamido]ethyl}carbamate FC=1C=C2/C(/C(NC2=CC1)=O)=C/C1=C(C(=C(N1)C)C(=O)NCCNC(OC(C)(C)C)=O)C